O1C(=CC=C1)CNO N-(furan-2-ylmethyl)hydroxylamine